COC=1C=CC(=NC1)S(=O)C 5-methoxy-2-methylsulfinyl-pyridine